chlorine (hypochlorous acid) ClO.[Cl]